Methyl 3-[[(1R)-1-[3,6-dimethyl-2-(2-methylthiazolo[5,4-b]pyridin-5-yl)-4-oxo-chromen-8-yl]ethyl]amino]pyridine-2-carboxylate CC1=C(OC2=C(C=C(C=C2C1=O)C)[C@@H](C)NC=1C(=NC=CC1)C(=O)OC)C1=CC=C2C(=N1)SC(=N2)C